4-(2-(4-(tert-butoxycarbonyl)piperazin-1-yl)acetamido)-2-fluorobenzoic acid C(C)(C)(C)OC(=O)N1CCN(CC1)CC(=O)NC1=CC(=C(C(=O)O)C=C1)F